1-[4-(2-bromoethoxy)phenyl]-2-methyl-2-propanol BrCCOC1=CC=C(C=C1)CC(C)(O)C